(R*)-1-[(S)-1-(2,3-dihydrobenzo[1,4]dioxin-2-yl)methyl]-3-(4-fluorophenyl)piperidine O1[C@H](COC2=C1C=CC=C2)CN2C[C@H](CCC2)C2=CC=C(C=C2)F |o1:13|